NC1=NC=CC2=CC=C(C=C12)C=1C=C2C(=NN(C2=CC1)[C@@H]1COCC1)COC1=C(C=CC=C1)CC(=O)O (S)-2-(2-((5-(1-aminoisoquinolin-7-yl)-1-(tetrahydrofuran-3-yl)-1H-indazol-3-yl)methoxy)phenyl)acetic acid